potassium 2,2-dimethylpropanoate CC(C(=O)[O-])(C)C.[K+]